CC1C(CCC(=C1)C)C1OCC(CO1)C=O 2-(2,4-dimethylcyclohex-3-en-1-yl)-1,3-dioxane-5-carbaldehyde